ClC1=NC=C(C=C1C1=C2CCN(C(C2=CC(=C1)CN1C(=NC=C1)NC)=O)CC1=CC(=CC(=C1)F)Cl)CO 5-(2-chloro-5-(hydroxymethyl)pyridin-3-yl)-2-(3-chloro-5-fluorobenzyl)-7-((2-(methylamino)-1H-imidazol-1-yl)methyl)-3,4-dihydroisoquinolin-1(2H)-one